C(CCCCC=CCC=CCC=CCC=CCC=CCCCCC)(=O)O 6,9,12,15,18-tetracosapentaenoic acid